(S)-2-amino-N-(1-(5-((1-cyclopropyl-1H-pyrazol-4-yl)ethynyl)-6-fluoro-4-oxo-3-phenyl-3,4-dihydroquinazolin-2-yl)ethyl)pyrazolo[1,5-a]pyrimidine-3-carboxamide NC1=NN2C(N=CC=C2)=C1C(=O)N[C@@H](C)C1=NC2=CC=C(C(=C2C(N1C1=CC=CC=C1)=O)C#CC=1C=NN(C1)C1CC1)F